1-methyl-1-(2-(1-methyl-1H-imidazo[1,2-b]pyrazole-7-carbonyl)-2-azaspiro[3.3]heptan-6-yl)-3-(4-(2,2,2-trifluoroethyl)pyridin-2-yl)urea CN(C(=O)NC1=NC=CC(=C1)CC(F)(F)F)C1CC2(CN(C2)C(=O)C2=C3N(N=C2)C=CN3C)C1